O=C1C(=C(C=NN1)N[C@H](COCCC(=O)OC)C)C(F)(F)F (S)-Methyl 3-(2-((6-oxo-5-(trifluoromethyl)-1,6-dihydropyridazin-4-yl)amino)propoxy)propanoate